4-[3-(azetidin-1-yl)-5-(trifluoromethyl)phenoxy]-2,5-difluoro-N-(1,2,4-thiadiazol-5-yl)benzenesulfonamide N1(CCC1)C=1C=C(OC2=CC(=C(C=C2F)S(=O)(=O)NC2=NC=NS2)F)C=C(C1)C(F)(F)F